FC=1C=2CCCC2C(=C2CCCC12)NC(=O)N=S(=O)(N)C=1C=NN2C1OCCCC2 N'-((8-fluoro-1,2,3,5,6,7-hexahydro-s-indacen-4-yl)carbamoyl)-5,6,7,8-tetrahydropyrazolo[5,1-b][1,3]oxazepine-3-sulfonimidamide